N-(4-(4-amino-7-(1-isobutyrylpiperidin-4-yl)pyrrolo[2,1-f][1,2,4]triazin-5-yl)phenyl)-1-cyclopropyl-2,4-dioxo-3-(pyridin-3-yl)-1,2,3,4-tetrahydropyrimidine-5-carboxamide NC1=NC=NN2C1=C(C=C2C2CCN(CC2)C(C(C)C)=O)C2=CC=C(C=C2)NC(=O)C=2C(N(C(N(C2)C2CC2)=O)C=2C=NC=CC2)=O